NC1=NC(=C(C=2C1=NN(N2)CC2=NC=CC=C2)C2=CC=NN2C(C)C)C=2C(=C(C#N)C=CC2)F 3-(4-amino-7-(1-isopropyl-1H-pyrazol-5-yl)-2-(pyridin-2-ylmethyl)-2H-[1,2,3]triazolo[4,5-c]pyridin-6-yl)-2-fluorobenzonitrile